ClC1=CC=C(C=C1)C1=C(N=C(N1)C1=CC=C(NCC2=CC(=CC=C2)F)C=C1)C 4-(5-(4-chlorophenyl)-4-methyl-1H-imidazol-2-yl)-N-(3-fluorobenzyl)aniline